FC(S(=O)(=N)C=1C=C(C=CC1)CC1CC2(CN(C2)C(=O)N2CC3(C2)NC(CCC3)=O)C1)(F)F 2-[6-[[3-(trifluoromethylsulfonimidoyl)phenyl]methyl]-2-azaspiro[3.3]heptane-2-carbonyl]-2,5-diazaspiro[3.5]nonan-6-one